O-lauroyl-serine (1S,3S)-Isopropyl-3-(4-(4-(2-diazoacetyl)-3-methylisoxazol-5-yl)phenoxy)cyclohexaneCarboxylate C(C)(C)[C@]1(C[C@H](CCC1)OC1=CC=C(C=C1)C1=C(C(=NO1)C)C(C=[N+]=[N-])=O)C(=O)O.C(CCCCCCCCCCC)(=O)OC[C@H](N)C(=O)O